C1(CCCCC1)NCCC[Si](OC)(OC)OC N-(cyclohexyl)-gamma-aminopropyl-trimethoxysilane